ClC1=NN(C=N1)CC1=CC=C(C=C1)OC 3-chloro-1-(4-methoxybenzyl)-1H-1,2,4-triazole